acryl dimethyltaurate NC(C)(C)CS(=O)(=O)OC(=O)C=C